5,9-dibromodinaphtho[2,1-b:1',2'-d]furan BrC1=CC=2OC3=C(C2C=2C=CC=CC12)C1=CC=CC=C1C(=C3)Br